diethyl 2,2-diisobutylsuccinate C(C(C)C)C(C(=O)OCC)(CC(=O)OCC)CC(C)C